C[C@@H]1N(CCC2(C1)OCCC1=C2SC2=C1C=CC=C2)CC=2C=NN(C2)CCS(=O)(=O)C (2'S)-2'-methyl-1'-[[1-(2-methylsulfonylethyl)pyrazol-4-yl]methyl]spiro[3,4-dihydrobenzothiopheno[2,3-c]pyran-1,4'-piperidine]